7-[(3S,4S)-3-{(cyclopropylamino) methyl}-4-fluoropyrrolidin-1-yl]-6-fluoro-1-(2-fluoroethyl)-8-methoxy-4-oxo-1,4-dihydroquinoline-3-carboxylate C1(CC1)NC[C@H]1CN(C[C@H]1F)C1=C(C=C2C(C(=CN(C2=C1OC)CCF)C(=O)[O-])=O)F